CN(C1CC2(CC(C2)C(=O)O[C@H]2[C@H](NC[C@@H]2O)CC2=CC=C(C=C2)OC)C1)C (2R,3S,4S)-4-hydroxy-2-[(4-methoxyphenyl)methyl]pyrrolidin-3-yl 6-(dimethylamino)spiro[3.3]heptane-2-carboxylate